2-methyl-4-nitro-5,6-diphenyl-3(2H)-pyridazinone CN1N=C(C(=C(C1=O)[N+](=O)[O-])C1=CC=CC=C1)C1=CC=CC=C1